NC1=C(C(=C2N(C1=O)C(CS2)C(=O)OC)C2=CC(=CC=C2)C(F)(F)F)CC2=CC=CC1=CC=CC=C21 methyl 6-amino-7-(naphthalen-1-ylmethyl)-5-oxo-8-(3-(trifluoromethyl)phenyl)-2,3-dihydro-5H-thiazolo[3,2-a]pyridine-3-carboxylate